C(C)(C)NC(=O)C1=C(C2=C(O1)C1=CC=CC=C1C(C2=O)=O)C N-isopropyl-3-methyl-4,5-dioxo-4,5-dihydronaphtho[1,2-b]furan-2-carboxamide